ClC=1C=C(C=C2CN(C(C12)=O)C1C(NC(CC1)=O)=O)N(C)C 3-(7-chloro-5-(dimethylamino)-1-oxoisoindolin-2-yl)piperidine-2,6-dione